1,5-dibromo-1-(2-fluorophenyl)pentan-2-one Methyl-(S)-6-(2-(2-chlorophenyl)pyrrolidin-1-yl)nicotinate COC(C1=CN=C(C=C1)N1[C@@H](CCC1)C1=C(C=CC=C1)Cl)=O.BrC(C(CCCBr)=O)C1=C(C=CC=C1)F